(R)-[(5s,7s)-7-fluoro-5-phenyl-6,7-dihydro-5H-pyrrolo[1,2-b][1,2,4]triazol-2-yl]-(1-methylcyclopropyl)methanol F[C@H]1C[C@H](N2N=C(N=C21)[C@H](O)C2(CC2)C)C2=CC=CC=C2